(R)-2-chloro-7-ethyl-5-methyl-8-((5-methylthiophene-2-yl)methyl)-7,8-dihydropterin Cl[C@@]1(NC=2N(C(CN(C2C(N1)=O)C)CC)CC=1SC(=CC1)C)N